S1C2=C(C=C1)C=C(C=C2)CNC(=O)[C@H]2CN(CCC2)C=2C=1C(N=CN2)=NN(C1)C1=CC(=C(C=C1)C)F (R)-N-(benzo[b]thiophen-5-ylmethyl)-1-(2-(3-fluoro-4-methylphenyl)-2H-pyrazolo[3,4-d]pyrimidin-4-yl)piperidine-3-carboxamide